(1R,3S)-3-(1-(tert-butyl)-5-((2-(4-methoxybenzyl)-1,1-dioxido-3,4-dihydro-2H-benzo[e][1,2]thiazin-6-yl)amino)-1H-pyrazol-3-yl)cyclopentyl (4-nitrophenyl) carbonate C(O[C@H]1C[C@H](CC1)C1=NN(C(=C1)NC=1C=CC2=C(CCN(S2(=O)=O)CC2=CC=C(C=C2)OC)C1)C(C)(C)C)(OC1=CC=C(C=C1)[N+](=O)[O-])=O